N-(3-(difluoromethyl)-1-methyl-1H-indazol-5-yl)-4-iodo-2-(6-azaspiro[2.5]oct-6-yl)benzamide FC(C1=NN(C2=CC=C(C=C12)NC(C1=C(C=C(C=C1)I)N1CCC2(CC2)CC1)=O)C)F